benzyl 3-((tert-butoxycarbonyl) amino)-3-carbamoylpiperidine-1-carboxylate C(C)(C)(C)OC(=O)NC1(CN(CCC1)C(=O)OCC1=CC=CC=C1)C(N)=O